C(#N)CC1[NH+](CCCN1C)C 2-cyanomethyl-1,3-dimethyl-1,4,5,6-tetrahydropyrimidinium